C1(CC1)CONC(=NC(CC1=CC=CC=C1)=O)C1=C(C(=CC=C1OC(F)F)F)F N-[[(cyclopropylmethoxy)amino][6-(difluoromethoxy)-2,3-difluorophenyl]methylene]-benzeneacetamide